(4-chlorophenyl)-2-(pyridin-3-yl)-N-(2-(pyrrolidin-1-yl)ethyl)pyrimidin-4-amine ClC1=CC=C(C=C1)C=1C(=NC(=NC1)C=1C=NC=CC1)NCCN1CCCC1